OC(CCCC(=CCCC=O)C)(C)C 9-hydroxy-5,9-dimethyl-dec-4-enal